CC12O[C@@H](C(C1)(C2)N2N=C1N=C(C=NC1=C2)C2=C(C=C(C=C2C)C(F)(F)F)O)C (R)-2-(2-(1,3-dimethyl-2-oxabicyclo[2.1.1]hexan-4-yl)-2H-pyrazolo[3,4-b]pyrazin-6-yl)-3-methyl-5-(trifluoromethyl)phenol